NC1CCC(CC1)CN1N=CC=2C1=NC(=NC2)NC2=CC=C(C=C2)S(=O)(=O)C 1-(((1S,4S)-4-aminocyclohexyl)methyl)-N-(4-(methylsulfonyl)phenyl)-1H-pyrazolo[3,4-d]pyrimidin-6-amine